8-chloro-N5-(4'-cyclopropyl-[1,1'-biphenyl]-3-yl)-N5-methyl-[1,2,4]triazolo[4,3-a]quinazoline-1,5-diamine ClC1=CC=C2C(=NC=3N(C2=C1)C(=NN3)N)N(C)C=3C=C(C=CC3)C3=CC=C(C=C3)C3CC3